CN1[C@@H]([C@@H](CCC1)C1=CC=2C(=NC=CC2NC=2C(=CC3=C(N=CS3)C2F)F)S1)C N-(2-((2R,3R)-1,2-dimethylpiperidin-3-yl)thieno[2,3-b]pyridin-4-yl)-4,6-difluorobenzo[d]-thiazol-5-amine